5-Carbamoylpyridin-3-yl 4-((4-(trifluoromethyl)pyridin-3-yl)methyl)piperazine-1-carboxylate FC(C1=C(C=NC=C1)CN1CCN(CC1)C(=O)OC=1C=NC=C(C1)C(N)=O)(F)F